5,5-dimethyl-cyclohexane-1-carboxamide CC1(CCCC(C1)C(=O)N)C